3-Amino-N-(5-(3-fluoro-5-(((1R)-3-(trifluoromethoxy)cyclopentyl)oxy)phenyl)-4-(4-(trifluoromethyl)phenyl)thiazol-2-yl)benzenesulfonamide NC=1C=C(C=CC1)S(=O)(=O)NC=1SC(=C(N1)C1=CC=C(C=C1)C(F)(F)F)C1=CC(=CC(=C1)O[C@H]1CC(CC1)OC(F)(F)F)F